CS(=O)(=O)C1=NC=CC(=N1)Cl 2-(methylsulfonyl)-4-chloropyrimidine